N*4*-Cyclopropyl-5-(2-isopropyl-4,5-dimethoxy-benzyl)-pyrimidine-2,4-diamine C1(CC1)NC1=NC(=NC=C1CC1=C(C=C(C(=C1)OC)OC)C(C)C)N